[1-(pyrimidin-4-yl)azetidin-3-yl]acetic acid N1=CN=C(C=C1)N1CC(C1)CC(=O)O